FC(C1=CC=CC(=N1)C=1N(N=C2C=C(C(=CC12)C(=O)N)OC)CCC(C)(C)OC)F (6-(difluoromethyl)pyridin-2-yl)-6-methoxy-2-(3-methoxy-3-methylbutyl)-2H-indazole-5-carboxamide